(S)-N-((5-((1r,4r)-2,5-diazabicyclo[2.2.1]heptan-2-yl)-3-chloropyridin-2-yl)methyl)-4-(3-(5-fluoro-2-methoxypyridin-4-yl)-1H-pyrazole-5-carbonyl)-4-azaspiro[2.5]octane-7-carboxamide [C@H]12N(C[C@H](NC1)C2)C=2C=C(C(=NC2)CNC(=O)[C@H]2CCN(C1(CC1)C2)C(=O)C2=CC(=NN2)C2=CC(=NC=C2F)OC)Cl